bis(4-hydroxy-2,5-dimethylphenyl)-2-hydroxyphenyl-methane OC1=CC(=C(C=C1C)C(C1=C(C=CC=C1)O)C1=C(C=C(C(=C1)C)O)C)C